[Si](C)(C)(C(C)(C)C)ON1[C@@H]2C(=C[C@H](N(C1=O)C2)C#N)C (2S,5R)-6-((tert-butyldimethylsilyl)oxy)-4-methyl-7-oxo-1,6-diazabicyclo[3.2.1]oct-3-ene-2-carbonitrile